CN1CCN(C2=C(C=CC=C12)C)S(=O)(=O)C1=C(C=C(C=C1)C1=NC(=NO1)C)C 1,5-Dimethyl-4-[2-methyl-4-(3-methyl-1,2,4-oxadiazol-5-yl)benzenesulfonyl]-1,2,3,4-tetrahydroquinoxaline